methyl 3-(9-((4-(aminomethyl)phenyl)carbamoyl)-4,5-dihydrobenzo[b]thieno[2,3-d]oxepin-8-yl)-6-(((1-methylcyclobutyl)methyl)carbamoyl)picolinate NCC1=CC=C(C=C1)NC(=O)C1=CC2=C(OCCC3=C2SC=C3)C=C1C=1C(=NC(=CC1)C(NCC1(CCC1)C)=O)C(=O)OC